COC=1C=C(CN(C2=CC=C(C=C2)COCCOCC2=CC(=CC=C2)OC)CC2=CC(=CC=C2)N2CCCC2)C=CC1 N-(3-methoxybenzyl)-4-((2-(3-methoxybenzyloxy)ethoxy)methyl)-N-(3-(pyrrolidin-1-yl)benzyl)aniline